2-[4-[3-[3-(2,5-Dicarboxybenzoyl)oxyphenyl]prop-2-enoyl]phenoxy]carbonylterephthalic acid C(=O)(O)C1=C(C(=O)OC=2C=C(C=CC2)C=CC(=O)C2=CC=C(OC(=O)C3=C(C(=O)O)C=CC(=C3)C(=O)O)C=C2)C=C(C=C1)C(=O)O